(3-(hydroxyamino)-3-oxopropyl)phosphonic acid ONC(CCP(O)(O)=O)=O